ClC1=CC=C(C(=O)O)C=C1.COC(C1=C(C=CC=C1)C(C1=CC=CC=C1)=O)=O benzoyl-benzoic acid Methyl ester (4-chlorobenzoate)